C=1N=C(N2C1C=CC=C2)C2CC=NN2C(=O)C21CC(C2)(C1)COC=1N=CC(=NC1)C#N 5-((3-(5-(imidazo[1,5-a]-pyridin-3-yl)-4,5-dihydro-1H-pyrazole-1-carbonyl)bicyclo-[1.1.1]pentan-1-yl)methoxy)-pyrazine-2-carbonitrile